2-((4-(7-(((2S,5R)-5-(Azetidine-1-sulfonamido)tetrahydro-2H-pyran-2-yl)methyl)-2,7-diazaspiro[3.5]nonan-2-yl)pyrimidin-5-yl)oxy)-5-fluoro-N-isopropyl-N-methylbenzamide N1(CCC1)S(=O)(=O)N[C@@H]1CC[C@H](OC1)CN1CCC2(CN(C2)C2=NC=NC=C2OC2=C(C(=O)N(C)C(C)C)C=C(C=C2)F)CC1